2-bromo-1-(2,8-dimethylimidazo[1,2-b]pyridazin-6-yl)ethan-1-one (S)-quinuclidin-3-yl-(2,2-dimethyl-6-(p-tolyl)-2,3-dihydro-1H-inden-1-yl)carbamate N12CC(C(CC1)CC2)N(C(O)=O)[C@H]2C(CC1=CC=C(C=C21)C2=CC=C(C=C2)C)(C)C.BrCC(=O)C=2C=C(C=1N(N2)C=C(N1)C)C